N(=C=O)CC1CCCCC1 3-isocyanatomethyl-cyclohexane